5-hydroxy-7-((4-methoxybenzyl)oxy)chroman-4-one OC1=C2C(CCOC2=CC(=C1)OCC1=CC=C(C=C1)OC)=O